(1S,2R)-N-((S)-2-(dimethylamino)-3-(4-hydroxyphenyl)propyl)-2-methyl-2-phenylcyclopropane-1-carboxamide CN([C@H](CNC(=O)[C@@H]1[C@@](C1)(C1=CC=CC=C1)C)CC1=CC=C(C=C1)O)C